ethyl 1-(tert-butyldimethylsilyl)-4-chloro-1H-pyrrolo[2,3-b]pyridine-5-carboxylate [Si](C)(C)(C(C)(C)C)N1C=CC=2C1=NC=C(C2Cl)C(=O)OCC